Cl.FC(C)N fluoroethanamine hydrochloride